ClC1=CC=C(C=C1)C=1N=C2C(=NC1)N=C(S2)NC(=O)C=2C=NC(=CC2C2=CC(=NC=C2OC)C#N)C N-(6-(4-chlorophenyl)thiazolo[4,5-b]pyrazin-2-yl)-2'-cyano-5'-methoxy-6-methyl-[4,4'-bipyridyl]-3-carboxamide